(2-epoxyethyl)-1,2-cyclohexanediol C1C(O1)C1(C(CCCC1)O)O